(2S,4R)-4-hydroxy-1-[(2-methylpropan-2-yl)oxycarbonyl]pyrrolidine-2-carboxylic acid O[C@@H]1C[C@H](N(C1)C(=O)OC(C)(C)C)C(=O)O